BrC=1C(C(=CN2C1N=C(C=C2)NCC(F)(F)F)C2=CC1=CN(N=C1C=C2)C)=O 9-bromo-7-(2-methyl-2H-indazol-5-yl)-2-[(2,2,2-trifluoroethyl)amino]-8H-pyrido[1,2-a]pyrimidin-8-one